(piperazin-1-yl)-7H-pyrrolo[2,3-d]pyrimidine N1(CCNCC1)C=1N=CC2=C(N1)NC=C2